CC1=CC(=C(C(=C1)[C@H](C)C1=CC=CC=C1)N1CN(C=C1)C1=C(C=C(C=C1[C@H](C)C1=CC=CC=C1)C)[C@H](C)C1=CC=CC=C1)[C@H](C)C1=CC=CC=C1 1,3-bis(4-methyl-2,6-bis((R)-1-phenylethyl)phenyl)-1H-imidazole